C1(CC1)C1=NC(=CC(=N1)C(=O)O)C 2-cyclopropyl-6-methylpyrimidine-4-carboxylic acid